CC1(C=2C=C(C=CC2C=2C3=C(C(=CC12)N(C1=CC=C(C=C1)[Si](C)(C)C)C1=CC=CC=C1)C=CC=C3)N(C3=CC=C(C=C3)[Si](C)(C)C)C3=CC=CC=C3)C 7,7-dimethyl-N5,N9-diphenyl-N5,N9-bis(4-(trimethylsilyl)phenyl)-7H-benzo[c]Fluorene-5,9-diamine